4-(naphthalen-2-yl)-N-(4-(4,4,5,5-tetramethyl-1,3,2-dioxaborolan-2-yl)phenyl)aniline C1=C(C=CC2=CC=CC=C12)C1=CC=C(NC2=CC=C(C=C2)B2OC(C(O2)(C)C)(C)C)C=C1